N1=NNC(N=C1)=O [1,2,3,5]tetrazin-4(3H)-one